N-(3-fluoro-5-(1-methyl-1H-pyrazol-4-yl)benzyl)-8-(1-methylpyrrolidin-3-yl)-7H-purine-6-carboxamide FC=1C=C(CNC(=O)C2=C3NC(=NC3=NC=N2)C2CN(CC2)C)C=C(C1)C=1C=NN(C1)C